tert-butyl N-[5-[[2-[2-(3-chlorophenyl)-5-methyl-1-piperidyl]-2-oxo-acetyl]amino]-3-cyclopropyl-2-pyridyl]carbamate ClC=1C=C(C=CC1)C1N(CC(CC1)C)C(C(=O)NC=1C=C(C(=NC1)NC(OC(C)(C)C)=O)C1CC1)=O